(R)-N-cyclopropyl-5-(5-(1-ethyl-1H-pyrazol-4-yl)-6-((1-hydroxypropan-2-yl)amino)pyridin-3-yl)-2-fluoro-4-methylbenzamide C1(CC1)NC(C1=C(C=C(C(=C1)C=1C=NC(=C(C1)C=1C=NN(C1)CC)N[C@@H](CO)C)C)F)=O